C1=C(C=CC2=CC=CC=C12)C=1OC2=C(C1SC)C=CC=C2 2-(2-naphthyl)-3-methylthiobenzofuran